(3-fluoro-2-methoxyphenyl)((1S,4R,6R)-6-((5-(trifluoromethyl)pyridin-2-yl)oxy)-2-azabicyclo[2.2.1]heptan-2-yl)methanone FC=1C(=C(C=CC1)C(=O)N1[C@@H]2[C@@H](C[C@H](C1)C2)OC2=NC=C(C=C2)C(F)(F)F)OC